ClC=1C=CC=C2[C@H](CCOC12)NC(=O)NC1=NN(C=C1)C=1C=NC(=CC1)NC 1-[(4S)-8-chlorochroman-4-yl]-3-[1-[6-(methylamino)-3-pyridyl]pyrazol-3-yl]urea